[O-2].[Rb+].[Rb+] Rubidium oxid